BrC1=C(C=O)C=CC(=C1)F 2-bromo-4-fluorobenzaldehyde